BrC1=C(C=CC=C1)C(CO)O 1-(2-bromophenyl)ethane-1,2-diol